COC=1C=C2C(=CC=NC2=CC1OC)OC1=C(C(=C(C=C1F)NC(=O)C1(CC1)C(=O)NC1=CC=C(C=C1)F)F)F N-(4-{[6,7-Bis(methyloxy)chinolin-4-yl]oxy}-2,3,5-trifluorophenyl)-N'-(4-fluorophenyl)cyclopropan-1,1-dicarboxamid